N-(3-(4,4-Difluorocyclohex-1-en-1-yl)-1-ethyl-1H-pyrrolo[2,3-b]pyridin-5-yl)acrylamide FC1(CC=C(CC1)C1=CN(C2=NC=C(C=C21)NC(C=C)=O)CC)F